C1=CC(=CC=C1C2=[O+]C3=CC(=CC(=C3C=C2O)O)O)O The molecule is an anthocyanidin cation that is flavylium substituted by a hydroxy groups at positions 3, 5, 7 and 4'. It has a role as a plant metabolite. It is a conjugate acid of a pelargonidin(1-).